2-(2-(4-(trifluoromethoxy)benzoyl)hydrazine-1-carbonyl)cyclohexane-1-carboxylic acid FC(OC1=CC=C(C(=O)NNC(=O)C2C(CCCC2)C(=O)O)C=C1)(F)F